C(C(O)C)(=O)OS(=O)(=O)C1=CC=C(CC)C=C1 methyl-p-toluenesulfonyl lactate